CN1C(C=2[N+](=CN([C@H]3[C@H](O)[C@H](O)[C@@H](CO)O3)C2N=C1N)C)=O 1,7-dimethylguanosine